C1(CCC1)N1C(=NC2=C1C=C(C=C2)N2C(OCC2)=O)C=2N(C(C(=C(N2)C(=O)NC=2C=NOC2)O)=O)C 2-[1-cyclobutyl-6-(2-oxo-1,3-oxazolidin-3-yl)-1H-1,3-benzodiazol-2-yl]-5-hydroxy-1-methyl-N-(1,2-oxazol-4-yl)-6-oxo-1,6-dihydropyrimidine-4-carboxamide